N1(CCNCC1)C(=O)C1=CC=C(C=C1)C1=NC2=CC=C3C(=C2C=2CCCCC12)C=NN3 piperazin-1-yl(4-(8,9,10,11-tetrahydro-3H-pyrazolo[4,3-a]phenanthridin-7-yl)phenyl)methanone